(2-((tetrahydro-2H-pyran-2-yl)oxy)-[1,1'-biphenyl]-3-yl)lithium O1C(CCCC1)OC1=C(C=CC=C1[Li])C1=CC=CC=C1